C(=O)(O)CCCCCCC[N+]1=CC=C(C=C1)C1=CC=C2C=CC3=CC=CC4=CC=C1C2=C34 1-(7-carboxyheptyl)-4-(pyren-1-yl)pyridin-1-ium